C(C)(C)(C)[Si](C)(C)OCCN1N=NC(=C1)N1C=C(C2=CC=C(C(=C12)F)Cl)C=1C=NN(C1)C1OCCCC1 tert-butyl-[2-[4-[6-chloro-7-fluoro-3-(1-tetrahydropyran-2-ylpyrazol-4-yl)indol-1-yl]triazol-1-yl]ethoxy]-dimethyl-silane